N-(2-chloro-3-((3,4-dihydro-2H-pyrimido[1,2-c]quinazolin-10-yl)oxy)phenyl)-N-(ethylsulfonyl)ethanesulfonamide ClC1=C(C=CC=C1OC1=CC=2C=3N(C=NC2C=C1)CCCN3)N(S(=O)(=O)CC)S(=O)(=O)CC